2-bromo-5-(5-cyclopropylpyridin-2-yl)oxazole BrC=1OC(=CN1)C1=NC=C(C=C1)C1CC1